sulfoethyl propionate C(CC)(=O)OCCS(=O)(=O)O